C(CC(O)(C(=O)[O-])CC(=O)[O-])(=O)[O-].[Ga+3] Gallium citrate